NC=1N=C(N=NC1Br)N1CCC(CC1)(C)NC(OC(C)(C)C)=O tert-butyl N-[1-(5-amino-6-bromo-1,2,4-triazin-3-yl)-4-methylpiperidin-4-yl]carbamate